(±)-N-(4-chlorophenyl)-6,7,8,9-tetrahydro-5H-5,8-epiminocyclohepta[d]pyrimidine-10-carboxamide ClC1=CC=C(C=C1)NC(=O)N1C2CCC1CC=1N=CN=CC12